COC(=O)C1=CN(C(C=C1)=O)C1(CC1)C 1-(1-methylcyclopropyl)-6-oxo-1,6-dihydropyridine-3-carboxylic acid methyl ester